2-((4-((R)-2-(4-chloro-2-fluorophenyl)-4-fluoro-2H-chromen-8-yl-2-d)piperidin-1-yl)methyl)-1-(((S)-oxabutane-2-yl)methyl)-1H-benzo[d]imidazole-6-carboxylic acid ClC1=CC(=C(C=C1)[C@@]1(OC2=C(C=CC=C2C(=C1)F)C1CCN(CC1)CC1=NC2=C(N1C[C@@H](O)CC)C=C(C=C2)C(=O)O)[2H])F